6-(2-Methoxyethoxy)-2-methyl-3-nitropyridine COCCOC1=CC=C(C(=N1)C)[N+](=O)[O-]